ClC1=C(C=C(C(=C1)Cl)O)B(O)O 2,4-DICHLORO-5-HYDROXYPHENYLBORONIC ACID